C1(C(C2=CC=CC3=CC=CC1=C23)=NO)=NO Acenaphthenequinone Dioxime